CN(C1=CC(C2=C(N(C(N(C2=O)C)=O)C)N1)=O)C 7-(dimethylamino)-1,3-dimethylpyrido[2,3-d]pyrimidine-2,4,5(1H,3H,8H)-trione